tert-butyl 4-(1-(tetrahydro-2H-pyran-2-yl)-6-(4,4,5,5-tetramethyl-1,3,2-dioxaborolan-2-yl)-1H-benzo[d][1,2,3]triazol-4-yl)piperazine-1-carboxylate O1C(CCCC1)N1N=NC2=C1C=C(C=C2N2CCN(CC2)C(=O)OC(C)(C)C)B2OC(C(O2)(C)C)(C)C